N-(4-((2-(1,1-difluoroethyl)-6-methylpyrimidin-4-yl)amino)-5-(7-hydroxy-5-methyl-4,5,6,7-tetrahydropyrazolo[1,5-a]pyrazin-2-yl)pyridin-2-yl)acetamide FC(C)(F)C1=NC(=CC(=N1)NC1=CC(=NC=C1C1=NN2C(CN(CC2O)C)=C1)NC(C)=O)C